ClC1=C2C(=NC(=N1)Cl)N(N=C2)C2=C(C=C(C#N)C=C2)F 4-(4,6-dichloropyrazolo[3,4-d]pyrimidin-1-yl)-3-fluoro-benzonitrile